COC=1C=C2C(=CNC2=CC1)CCN 2-(5-methoxy-1H-indol-3-yl)ethylamine